ClC=1C(=C2C(=NC1C)CN(C2)C(=O)[C@H]2CN(CC2)C2=NC(=CN=C2)OC)C (3-Chloro-2,4-dimethyl-5,7-dihydropyrrolo[3,4-b]pyridin-6-yl)-[(3R)-1-(6-methoxypyrazin-2-yl)pyrrolidin-3-yl]methanon